COC1=CC=C(C=C1)C=1N=C2N(C=CN=C2)C1NC1=CC=C(C(=O)N)C=C1 4-[[2-(4-methoxyphenyl)imidazo[1,2-a]pyrazin-3-yl]amino]benzamide